[2-(Methylamino)-7-oxo-4-(propan-2-yl)-6H,7H-thieno[2,3-d]pyridazin-6-yl]-N-(pyrimidin-2-yl)cyclopropane-1-carboxamide CNC1=CC2=C(C(N(N=C2C(C)C)C2(CC2)C(=O)NC2=NC=CC=N2)=O)S1